4-(benzyloxy)-6-bromo-3-(difluoromethoxy)-2-methylpyridine C(C1=CC=CC=C1)OC1=C(C(=NC(=C1)Br)C)OC(F)F